tert-butyl(4-(3-(1-acetyl-4-(methoxy-d3)piperidin-4-yl)-5-chloro-1,7-dimethyl-2-Oxo-1,2-dihydro-1,6-naphthyridin-8-yl)-2-methylbut-3-yn-2-yl)carbamate C(C)(C)(C)OC(NC(C)(C#CC=1C(=NC(=C2C=C(C(N(C12)C)=O)C1(CCN(CC1)C(C)=O)OC([2H])([2H])[2H])Cl)C)C)=O